OCCCCCCCCCCC=CCCCC(=O)O 16-hydroxy-5-hexadecenoic acid